4-benzyl-1-methyl-2-oxo-1,2-dihydroquinoline-7-carbonitrile C(C1=CC=CC=C1)C1=CC(N(C2=CC(=CC=C12)C#N)C)=O